FC1=CC=C(C=C1)[C@@H]1[C@H](C1)CNC(=O)C=1C=C(C=NC1OC)C1=CC=C2C(=NNC2=C1)C(=O)NC 6-[5-({[(1s,2s)-2-(4-fluorophenyl)cyclopropyl]methyl}carbamoyl)-6-methoxypyridin-3-yl]-N-methyl-1H-indazole-3-carboxamide